5-hydroxy-2,3-diphenyl-6-(quinolin-6-yl)pyrazolo[1,5-a]pyrimidin-7(4H)-one OC=1NC=2N(C(C1C=1C=C3C=CC=NC3=CC1)=O)N=C(C2C2=CC=CC=C2)C2=CC=CC=C2